(12aR)-12-[bis(4-fluorophenyl)methyl]-6,8-dioxo-3,4,12,12a-tetrahydro-1H-[1,4]oxazino[3,4-c]pyrido[2,1-f][1,2,4]triazin-7-yl methyl carbonate C(OC=1C(C=CN2N([C@H]3N(C(C21)=O)CCOC3)C(C3=CC=C(C=C3)F)C3=CC=C(C=C3)F)=O)(OC)=O